trifluoromethanesulfonic acid, trifluoromethanesulfonic acid salt FC(S(=O)(=O)O)(F)F.FC(S(=O)(=O)O)(F)F